C(C=C)N1CCN(CC1)C1=C(C=C(C(=C1)OC)NC1=NC=NC(=C1)N1OCC[C@@H]1C1=CC(=CC=C1)OCC1=CC(=CC=C1)F)NC(C=C)=O (R)-N-(2-(4-allyl-piperazin-1-yl)-5-((6-(3-(3-((3-fluorobenzyl)oxy)-phenyl)isoxazolidin-2-yl)pyrimidin-4-yl)amino)-4-methoxyphenyl)acrylamide